5-(6,6-dimethyl-4-morpholin-4-yl-8,9-dihydropurino[8,9-c][1,4]oxazin-2-yl)pyrimidin-2-amine CC1(OCCN2C1=NC1=C2N=C(N=C1N1CCOCC1)C=1C=NC(=NC1)N)C